4-chloro-2-(2-fluorophenyl)butanoic acid ClCCC(C(=O)O)C1=C(C=CC=C1)F